(S)- and (R)-2-((4-cyanophenethyl)amino)-2-(4-methoxy-phenyl)-N-(5-(1-methyl-1H-pyrazol-4-yl)-pyridin-2-yl)-acetamide C(#N)C1=CC=C(CCN[C@H](C(=O)NC2=NC=C(C=C2)C=2C=NN(C2)C)C2=CC=C(C=C2)OC)C=C1 |r|